NC1=C2C(=NC=N1)N(N=C2C2=CC=C1C=C(NC1=C2)C(=O)NOC)C(C)(C)C 6-(4-amino-1-tert-butyl-pyrazolo[3,4-d]pyrimidin-3-yl)-N-methoxy-1H-indole-2-carboxamide